ClC1=C(C=CC=C1)C1=NC=C(C=N1)C(=O)N (2-chlorophenyl)pyrimidine-5-carboxamide